C(C1=CC=CC=C1)SC1=CC=C(C=C1)NC[C@H](CC1=CC=CC=C1)NC(OC(C)(C)C)=O tert-butyl (S)-1-(4-(benzylthio) phenylamino)-3-phenylprop-2-ylcarbamate